CC1(OB(OC1(C)C)C=1C=NN(C1)CC1=NC=C(C=N1)OC([2H])([2H])[2H])C 2-[[4-(4,4,5,5-tetramethyl-1,3,2-dioxaborolan-2-yl)pyrazol-1-yl]methyl]-5-(trideuteriomethoxy)pyrimidine